4-methyl-6-oxo-1-(4-tert-butylphenyl)-1,6-dihydropyridazine-3-amide CC=1C(=NN(C(C1)=O)C1=CC=C(C=C1)C(C)(C)C)C(=O)N